FC(S(=O)(=O)N[C@@H]1[C@@H](N(CC1)C(C(C)(C)O)=O)CC=1C(=C(C=CC1)C1=CC(=CC(=C1)F)F)F)(F)F 1,1,1-trifluoro-N-{(2S,3S)-1-(2-hydroxy-2-methylpropanoyl)-2-[(2,3',5'-trifluoro[1,1'-biphenyl]-3-yl)methyl]pyrrolidin-3-yl}methanesulfonamide